1-(6-(4-isopropyl-4H-1,2,4-triazol-3-yl)pyridin-2-yl)-3-(6-(1-methyl-1H-pyrazol-4-yl)pyridin-3-yl)urea C(C)(C)N1C(=NN=C1)C1=CC=CC(=N1)NC(=O)NC=1C=NC(=CC1)C=1C=NN(C1)C